N(=[N+]=[N-])C1CC2(C1)CC(C2)[C@H]2N(C[C@@H](CC2)C)C(=O)OC(C)(C)C tert-butyl (2S,5R)-2-(2-azidospiro[3.3]heptan-6-yl)-5-methyl-piperidine-1-carboxylate